1-{[6-chloro-3-(trifluoromethyl)(2-pyridyl)]amino}-3,4-dimethylazoline-2,5-dione ClC1=CC=C(C(=N1)NN1C(C(=C(C1=O)C)C)=O)C(F)(F)F